6-{[(1R)-1-(4-chlorophenyl)-7-fluoro-5-[1-hydroxy-1-(1-methyl-1H-imidazol-4-yl)propyl]-3-oxo-1-[(3R)-oxolan-3-yloxy]-2,3-dihydro-1H-isoindol-2-yl]methyl}pyridine ClC1=CC=C(C=C1)[C@@]1(N(C(C2=CC(=CC(=C12)F)C(CC)(C=1N=CN(C1)C)O)=O)CC1=CC=CC=N1)O[C@H]1COCC1